(3R,S)-3-({2-[2-(S-methylsulfonyl)phenyl][1,2,4]triazolo[1,5-c]quinazolin-5-yl}amino)azepin-2-one CS(=O)(=O)C1=C(C=CC=C1)C1=NN2C(=NC=3C=CC=CC3C2=N1)NC=1C(N=CC=CC1)=O